COC(=O)C1=C(C=NN1CC1=CC=CC=C1)N 4-Amino-1-benzyl-1H-pyrazole-5-carboxylic acid methyl ester